C(C)(=O)C=1SC(=C(C1)Br)Br 2-acetyl-4,5-dibromothiophene